1-(tert-butyl) 2-methyl (5S)-5-(((tert-butyldiphenylsilyl)-oxy)methyl)pyrrolidine-1,2-dicarboxylate [Si](C1=CC=CC=C1)(C1=CC=CC=C1)(C(C)(C)C)OC[C@@H]1CCC(N1C(=O)OC(C)(C)C)C(=O)OC